BrC=1C(=C(C=CC1)NC=1N=CC=C2C=C(C=NC12)C=C)C N-(3-bromo-2-methylphenyl)-3-vinyl-1,7-naphthyridin-8-amine